3-((4-(4-(4-(((5-fluoro-4-oxo-2-(((tetrahydro-2H-pyran-4-yl)thio)methyl)-3,4-dihydroquinazolin-7-yl)oxy)methyl)cyclohexyl)piperazin-1-yl)phenyl)amino)piperidine-2,6-dione FC1=C2C(NC(=NC2=CC(=C1)OCC1CCC(CC1)N1CCN(CC1)C1=CC=C(C=C1)NC1C(NC(CC1)=O)=O)CSC1CCOCC1)=O